S1C(=NN=C1)N1CC2(C1)OC[C@H](C2)N2CCC(CC2)C2=C(OCCC(C)(O)C)C=CC(=C2)F (S)-4-(2-(1-(2-(1,3,4-thiadiazol-2-yl)-5-oxa-2-azaspiro[3.4]octan-7-yl)piperidin-4-yl)-4-fluorophenoxy)-2-methylbutan-2-ol